6-chloro-8-fluoro-2-(((2R,7aS)-2-fluorotetrahydro-1H-pyrrolizin-7a(5H)-yl)methoxy)-7-(3-(methoxymethoxy)-8-((triisopropylsilyl)ethynyl)naphthalen-1-yl)quinazolin-4-ol ClC=1C=C2C(=NC(=NC2=C(C1C1=CC(=CC2=CC=CC(=C12)C#C[Si](C(C)C)(C(C)C)C(C)C)OCOC)F)OC[C@]12CCCN2C[C@@H](C1)F)O